L-3-aminophenylboronic acid NC=1C=C(C=CC1)B(O)O